C(C1=CC=CC=C1)OC=1C=C(C=2N(C1)N=CC2C#N)C=2C=NC(=CC2)N2CC1N(C(C2)C1)CC=1C=NC(=CC1)OC 6-(benzyloxy)-4-(6-(6-((6-methoxypyridin-3-yl)methyl)-3,6-diazabicyclo[3.1.1]heptan-3-yl)pyridin-3-yl)pyrazolo[1,5-a]pyridine-3-carbonitrile